C(CC(CC(=O)[O-])(C(=O)[O-])O)C(=O)[O-] The molecule is tricarboxylate anion of homocitric acid. It has a role as a Saccharomyces cerevisiae metabolite. It is a conjugate base of a homocitrate(2-).